N-tert-butyl-1-{6-[4-(1H-pyrazol-4-yl)-1,3-benzothiazol-7-yl]pyridazin-3-yl}pyrrolidin-3-amine C(C)(C)(C)NC1CN(CC1)C=1N=NC(=CC1)C1=CC=C(C=2N=CSC21)C=2C=NNC2